ClC1=CC(=NC=C1F)C(C)NCC 1-(4-chloro-5-fluoropyridin-2-yl)-N-ethylethan-1-amine